FC(C=1C(=CNC(C1)=O)C(=O)NC=1C(=CC(=C(C1)C=1CNCC1)F)N1C[C@@H](N([C@@H](C1)C)C)C)F 3-(5-(4-(Difluoromethyl)-6-oxo-1,6-dihydropyridin-3-carboxamido)-2-fluoro-4-((3S,5R)-3,4,5-trimethylpiperazin-1-yl)phenyl)-2,5-dihydro-1H-pyrrol